tert-butyl (S)-(3-oxocyclohexyl)carbamate O=C1C[C@H](CCC1)NC(OC(C)(C)C)=O